CCCCCCCCCCCCCCCCCCCCCC(=O)O[C@H](COC(=O)CCCC/C=C\C/C=C\C/C=C\C/C=C\CC)COP(=O)(O)OC[C@@H](C(=O)O)N 1-(6Z,9Z,12Z,15Z-octadecatetraenoyl)-2-docosanoyl-glycero-3-phosphoserine